3,6-bis-(dimethylamino)-acridine CN(C=1C=CC2=CC3=CC=C(C=C3N=C2C1)N(C)C)C